(R)-1-(2-(1-(benzyloxy)-3-fluoroprop-2-yloxy)-5-bromo-4-fluorophenyl)propan-1-one C(C1=CC=CC=C1)OC[C@H](CF)OC1=C(C=C(C(=C1)F)Br)C(CC)=O